1,8-diazabicyclo(5.4.0)-7-undecenium ((2S,6R)-6-(6-benzamido-9H-purin-9-yl)-4-tritylmorpholin-2-yl)methylphosphonate C(C1=CC=CC=C1)(=O)NC1=C2N=CN(C2=NC=N1)[C@@H]1O[C@@H](CN(C1)C(C1=CC=CC=C1)(C1=CC=CC=C1)C1=CC=CC=C1)CP([O-])([O-])=O.[NH+]12CCCCCC2=NCCC1.[NH+]12CCCCCC2=NCCC1